[2-Ethyl-6-(1,2,3,6-tetrahydro-pyridin-4-yl)-imidazo[1,2-a]pyridin-3-yl]-[4-(4-methoxy-phenyl)-thiazol-2-yl]-methyl-amine C(C)C=1N=C2N(C=C(C=C2)C=2CCNCC2)C1N(C)C=1SC=C(N1)C1=CC=C(C=C1)OC